3-methoxy-2-methylpropyl-amine COCC(CN)C